CC(C)C1=CC=C(N)C=C1 4-propan-2-ylaniline